C1(=CC=CC=C1)C1(NC2=CC=CC=C2C(=N1)C=1SC=CC1)C1=CC=CC=C1 2,2-diphenyl-4-(thiophene-2-yl)-1,2-dihydroquinazoline